3-[[2-(benzyloxy)-2-oxoethyl]amino]benzoic acid ethyl ester C(C)OC(C1=CC(=CC=C1)NCC(=O)OCC1=CC=CC=C1)=O